C(C)O[Si](OCC)(OCC)CCC triethoxysilyl-propane